BrCC1=CC=C(C=C1)C(C(=O)O)C 2-(4-(bromomethyl)phenyl)propionic acid